N,N-dimethyl-2-(5,6,7-trifluoro-1H-indol-3-yl)quinoline-5-carboxamide CN(C(=O)C=1C=2C=CC(=NC2C=CC1)C1=CNC2=C(C(=C(C=C12)F)F)F)C